COC(C1=CN=C(C=C1)CN(C(=O)N1CCS(CC1)(=O)=O)C1=CC=CC=C1)=O.N(N)C(=O)C=1C=CC(=NC1)CN(C(=O)N1CCS(CC1)(=O)=O)C1=CC=CC=C1 N-((5-(hydrazinecarbonyl)pyridin-2-yl)methyl)-N-phenylthiomorpholine-4-carboxamide 1,1-dioxide Methyl-6-((1,1-dioxido-N-phenylthiomorpholine-4-carboxamido)methyl)nicotinate